BrC1=C(C=CC(=C1)F)/C(/C(=O)OC)=C(\C)/N[C@H](C)C1CCC(CC1)O methyl (R,Z)-2-(2-bromo-4-fluorophenyl)-3-((1-(4-hydroxycyclohexyl)ethyl)amino)but-2-enoate